C(C)(=O)OCC1(OC(OC2=CN=CC=C21)CC)COC(C)=O bis(acetoxymethyl)-2-ethyl-4H-[1,3]dioxino[4,5-c]pyridine